Methyl-(4-(((2R,5S)-3-(4-cyano-3-(trifluoromethyl)phenyl)-2-(trifluoromethyl)oxazolidin-5-yl)methoxy)phenyl)carbamat COC(NC1=CC=C(C=C1)OC[C@@H]1CN([C@H](O1)C(F)(F)F)C1=CC(=C(C=C1)C#N)C(F)(F)F)=O